C(C)(=O)OCCCCCCCCCC\C=C/CCCCCC (Z)-11-octadecenyl acetate